Tert-butyl (2S)-2-{[3-(5-ethyl-1,3-thiazol-2-yl)-5-(methoxycarbonyl) phenoxy] methyl}morpholine-4-carboxylate C(C)C1=CN=C(S1)C=1C=C(OC[C@@H]2CN(CCO2)C(=O)OC(C)(C)C)C=C(C1)C(=O)OC